tert-butyl 3-(3-fluoropyridin-4-yl)azetidine-1-carboxylate FC=1C=NC=CC1C1CN(C1)C(=O)OC(C)(C)C